CN(/C=C/C(=O)C1=CC(=C(C(=C1)OC)OC)OC)C (E)-3-(dimethylamino)-1-(3,4,5-trimethoxyphenyl)prop-2-en-1-one